C(C)OC=1C=C2C(=NC(=NC2=CC1)C1=CC(=CC=C1)OCC=1OC(=NN1)C)NC1=NNC=C1 6-Ethoxy-2-(3-((5-methyl-1,3,4-oxadiazol-2-yl)methoxy)phenyl)-N-(1H-pyrazol-3-yl)quinazolin-4-amine